1-(2-iodophenyl)-4-methoxy-1H-indole IC1=C(C=CC=C1)N1C=CC2=C(C=CC=C12)OC